Methyl-5-(4-fluorophenacylthio)-1H-benzol CC1CC=CC(=C1)SCC(=O)C1=CC=C(C=C1)F